tert-butyl (S)-3-methylene-2-oxo-[1,3'-bipyrrolidine]-1'-carboxylate C=C1C(N(CC1)[C@@H]1CN(CC1)C(=O)OC(C)(C)C)=O